C(NC(C1=C(C=CC=C1)B1OC(C(O1)(C)C)(C)C)=O)([2H])([2H])[2H] N-(methyl-d3)-2-(4,4,5,5-tetramethyl-1,3,2-dioxaborolan-2-yl)benzamide